C(CC)OC(=O)COC(=O)C1C2C=CC(C1)C2=O 5-(n-propoxycarbonylmethyloxycarbonyl)-7-oxo-bicyclo[2.2.1]Hept-2-ene